COC1=CC=C(C=C1)CN1CC(CC1)N [(4-methoxyphenyl)methyl]pyrrolidin-3-amine